O=C1CCC(N1CC1=C(C=CC=C1)C(F)(F)F)CC(=O)O 2-[5-oxo-1-[[2-(trifluoromethyl)phenyl]methyl]pyrrolidin-2-yl]acetic acid